COC1=C(C=C(C=C1)C=CC=1N(NN=CC1C(Cl)(Cl)Cl)C(Cl)(Cl)Cl)OC 1,2-dimethoxy-4-[2-(3,5-ditrichloromethyltriazinyl)ethenyl]benzene